ClCCCCN(C1=NC(=C(N=C1)C1=CC=CC=C1)C1=CC=CC=C1)C(C)C N-(4-chlorobutyl)-N-isopropyl-5,6-diphenylpyrazin-2-amine